terpinenyl C12=C(C(CC(C1(C)C)C2)C2(C(=C1C(C(C2)C1)(C)C)C)C1C(=C2C(C(C1)C2)(C)C)C)C